P(OC(C[C@@H](N)C(=O)O)=O)([O-])(=O)N D-β-aspartyl phosphoramidate